FC1(CN(C[C@@H](C1)N1S([C@@H](CC1)C)(=O)=O)C(=O)O)F (R)-3,3-difluoro-5-((R)-5-methyl-1,1-dioxoisothiazolidin-2-yl)piperidine-1-carboxylic acid